C(C(C)C)N(C(=O)OCC1=C(N=NN1C)C1=CC=C(C(=N1)C)C#CC1(CC1)CC(=O)O)C 2-(1-((6-(5-(((isobutyl(methyl)carbamoyl)oxy)methyl)-1-methyl-1H-1,2,3-triazol-4-yl)-2-methylpyridin-3-yl)ethynyl)cyclopropyl)acetic acid